COC1=C(C=NC=C1)C1=CC2=C(C(=N1)C)C=NN2C2=CC(=CC(=N2)NC2COC2)N2[C@@H]([C@H](C2)CS(=O)(=O)C)C 6-(6-(4-methoxypyridin-3-yl)-4-methyl-1H-pyrazolo[4,3-c]pyridin-1-yl)-4-((2R,3S)-2-methyl-3-((methylsulfonyl)methyl)azetidin-1-yl)-N-(oxetan-3-yl)pyridin-2-amine